N-methyl-N-(4-methoxyphenyl)benzamide CN(C(C1=CC=CC=C1)=O)C1=CC=C(C=C1)OC